1-ethyl-6-(methylamino)-5-nitro-3-(trifluoromethyl)pyridin-2-one potassium dihydroxyphenylacetate OC(C(=O)[O-])(C1=CC=CC=C1)O.[K+].C(C)N1C(C(=CC(=C1NC)[N+](=O)[O-])C(F)(F)F)=O